N1=C(C=CC=C1)[C@@]1(CCOC2(CCCC2)C1)CCNC1CC2(N3N=CC=C31)CC2 N-(2-((R)-9-(pyridin-2-yl)-6-oxaspiro[4.5]decan-9-yl)ethyl)-4',5'-dihydrospiro[cyclopropane-1,6'-pyrrolo[1,2-b]pyrazol]-4'-amine